5-{[(tert-butyldimethylsilyl)oxy]methyl}-7-chloro-4,4-difluoro-1-(4-methylbenzenesulfonyl)-2,3,4,5-tetrahydro-1H-1-benzoazepin-5-ol [Si](C)(C)(C(C)(C)C)OCC1(C(CCN(C2=C1C=C(C=C2)Cl)S(=O)(=O)C2=CC=C(C=C2)C)(F)F)O